4-(4-Chlorophenyl)-1-(2-fluoro-5-methoxy-4-nitrophenyl)piperidine ClC1=CC=C(C=C1)C1CCN(CC1)C1=C(C=C(C(=C1)OC)[N+](=O)[O-])F